C1(=CC=CC=C1)NC1=C(OCCSCC2=NNC(O2)=S)C=CC=C1 5-[(2-Phenylaminophenoxyethylsulfanyl)methyl]-1,3,4-oxadiazole-2(3H)-thione